2,4-diethyl-oct-2-en-1-ol C(C)C(CO)=CC(CCCC)CC